C(CCCCCCCCCCC)OC(=O)C=1C(=[N+](C=CC1)CCCCCCCCCCCC)Cl 3-(dodecyloxycarbonyl)-2-chloro-1-dodecylpyridin-1-ium